bromo-5-(8-chloro-[1,2,4]triazolo[4,3-a]quinazolin-5-yl)-2,3,4,5-tetrahydrobenzo[b][1,4]oxazepine BrC1CCN(C2=C(O1)C=CC=C2)C2=NC=1N(C3=CC(=CC=C23)Cl)C=NN1